4H-[1,3]dioxin O1COCC=C1